C(C)(C)(C)C1C2C(C(=O)OC2=O)C=C2C1O2 3-t-Butyl-4,5-epoxytetrahydrophthalic anhydride